C(C)(C)(C)OC(=O)N1C2(CCC2)CC(C1)C(=O)O 5-(tert-butoxycarbonyl)-5-azaspiro[3.4]octane-7-carboxylic acid